2,2-bis(fluorooxy)hexafluoropropane tert-butyl-(S)-(azetidin-2-ylmethyl)carbamate hydrochloride Cl.C(C)(C)(C)N(C(O)=O)C[C@H]1NCC1.FOC(C(F)(F)F)(C(F)(F)F)OF